2-(((1-Ethylazetidin-3-yl)carbamoyl)oxy)-3-(palmitoyloxy)propyl (9Z,12Z)-octadeca-9,12-dienoate C(CCCCCCC\C=C/C\C=C/CCCCC)(=O)OCC(COC(CCCCCCCCCCCCCCC)=O)OC(NC1CN(C1)CC)=O